sulfo-N-acetyl-D-galactosamine S(=O)(=O)(O)C1(O)[C@H](NC(C)=O)[C@@H](O)[C@@H](O)[C@H](O1)CO